9-vinyl-9H-pyrido[3,4-b]indole C(=C)N1C2=C(C3=CC=CC=C13)C=CN=C2